C(C)(C)(C)OC(N[C@@H]1C(C=2C3=C(N(C2C(C1)=C)C=1C=NC2=CC=CC=C2C1)C(=NC=N3)N)([2H])[2H])=O (S)-(4-amino-6-methylene-5-(quinolin-3-yl)-6,7,8,9-tetrahydropyrimido[5,4-b]indol-8-yl-9,9-d2)carbamic acid tert-butyl ester